N-(4-chloro-phenyl)-N-methyl-2-(1-methyl-1H-tetrazol-5-ylsulfanyl)-5-nitro-benzamide ClC1=CC=C(C=C1)N(C(C1=C(C=CC(=C1)[N+](=O)[O-])SC1=NN=NN1C)=O)C